1-bromo-3-((2-chlorobenzyl)oxy)propan-2-one BrCC(COCC1=C(C=CC=C1)Cl)=O